{8-fluoro-2-[4-(3-methoxyphenyl)piperazin-1-yl]-3-[2-methoxy-5-(trifluoromethyl)phenyl]-3,4-dihydroquinazoline-4-yl}acetic acid FC=1C=CC=C2C(N(C(=NC12)N1CCN(CC1)C1=CC(=CC=C1)OC)C1=C(C=CC(=C1)C(F)(F)F)OC)CC(=O)O